4-[(5-bromo-1,3,4-thiadiazol-2-yl)methyl]-6-[(2,4-dichlorophenyl)methyl]-4,6-diazaspiro[2.4]heptane-5,7-dione BrC1=NN=C(S1)CN1C2(CC2)C(N(C1=O)CC1=C(C=C(C=C1)Cl)Cl)=O